(5-bromo-2,3-dimethoxy-3-methylindol-1-yl)(phenyl)methanone BrC=1C=C2C(C(N(C2=CC1)C(=O)C1=CC=CC=C1)OC)(C)OC